FC=1C=C2C(=CNC2=CC1F)C1=NN(C=C1C(=O)N)CC=1C=NC(=C(C1)C)OCC(F)(F)F (5,6-difluoro-1H-indol-3-yl)-1-[[5-methyl-6-(2,2,2-trifluoroethoxy)pyridin-3-yl]methyl]pyrazole-4-carboxamide